cobalt carboxyoxide C(=O)(O)OC(=O)O.[Co]